5-(((methylsulfonyl)oxy)methyl)-2,3-dihydro-1H-indene-2-carboxylic acid methyl ester COC(=O)C1CC2=CC=C(C=C2C1)COS(=O)(=O)C